N[C@@H](C(=O)OC)CC=C methyl (R)-2-aminopent-4-enoate